5-oxo-4-(1-pentyl)-2H-pyrazolo[4,3-b]pyridin-6-carboxamide O=C1C(=CC=2C(N1CCCCC)=CNN2)C(=O)N